C(CC)NC Propyl-methylamine